[Cu+2].FS(=O)(=O)C=1C=C(C(=O)O)C=CC1 3-(fluorosulfonyl)benzoic acid copper(II)